C(C=C)N1C(N(C(N(C1)CC=C)=O)CC=C)=O 1,3,5-tri(prop-2-enyl)-1,3,5-triazine-2,4-dione